ClC1=C(C(=CC=C1Cl)F)[C@]1(CN(CC1)C(C=C)=O)NC1=CC=C2C(=CN(C(C2=C1)=O)C)F |r| (rac)-7-{[3-(2,3-dichloro-6-fluorophenyl)-1-(prop-2-enoyl)pyrrolidin-3-yl]amino}-4-fluoro-2-methylisoquinolin-1-one